tert-Butyl 4-(4-(((2-(2,6-dioxopiperidin-3-yl)-1,3-dioxoisoindolin-4-yl)amino)methyl)-3,5-dimethyl-1H-pyrazol-1-yl)piperidine-1-carboxylate O=C1NC(CCC1N1C(C2=CC=CC(=C2C1=O)NCC=1C(=NN(C1C)C1CCN(CC1)C(=O)OC(C)(C)C)C)=O)=O